2,3,4-trimethylpentanoyl chloride CC(C(=O)Cl)C(C(C)C)C